C(=O)C1=C(C=CC2=C1NC(=N2)SCC(=O)O)O (7-formyl-6-hydroxy-1H-benzoimidazol-2-ylsulfanyl)-acetic acid